4,5-dichloro-N-(3-cyano-4-fluorophenyl)-2-(4,4-difluoroazepan-1-yl)benzamide methyl-8-[4-(dimethylamino)-N-(1-oxohexadecan-7-yl)butanamido]octanoate COC(CCCCCCCN(C(CCCN(C)C)=O)C(CCCCCC=O)CCCCCCCCC)=O.ClC1=CC(=C(C(=O)NC2=CC(=C(C=C2)F)C#N)C=C1Cl)N1CCC(CCC1)(F)F